2-[4-(2,4-Dichlorophenyl)butyl]-4,7-dichlorobenzimidazole ClC1=C(C=CC(=C1)Cl)CCCCC=1NC2=C(N1)C(=CC=C2Cl)Cl